(2r,3s,5r)-2-(((6-(5-chloropyrimidin-2-yl)bicyclo[4.1.0]hept-3-yl)oxy)methyl)-5-methyl-3-(methylsulfonyl)pyrrolidine-1-carboxylic acid methyl ester COC(=O)N1[C@@H]([C@H](C[C@H]1C)S(=O)(=O)C)COC1CC2CC2(CC1)C1=NC=C(C=N1)Cl